N1=CN=C2NC=NC2=C1C=1C(=NC=CC1)NC=1C=CC(=C(C1)NC(C1=CC(=CC=C1)C(C)(C)C#N)=O)Cl N-(5-(3-(9H-purin-6-yl)pyridin-2-ylamino)-2-chlorophenyl)-3-(2-cyanopropan-2-yl)benzamid